1-(2-methyl-4-nitrophenyl)ethan-1-one CC1=C(C=CC(=C1)[N+](=O)[O-])C(C)=O